FC1=C(C=C(C(=C1)F)[N+](=O)[O-])[N+](=O)[O-] 1,5-difluoro-2,4-dinitrobenzene